CC1=CC(=C(C=C1)N(CC(=O)O)CC(=O)O)OCCOC2=C(C=CC(=C2)C)N(CC(=O)O)CC(=O)O The molecule is a polyamino carboxylic acid, the structure of which is that of BAPTA carrying methyl substituents at C-5 and C-5'. It has a role as a chelator. It derives from a BAPTA.